12-(3-fluorobicyclo[1.1.1]pent-1-yl)dodecanamide FC12CC(C1)(C2)CCCCCCCCCCCC(=O)N